BrC=1C=C(NC1C(F)(F)F)C1=CC=C(C=C1)Cl 4-bromo-2-(4-chlorophenyl)-5-trifluoromethyl-1H-pyrrole